(3R)-3-(4-chlorophenyl)butyronitrile ClC1=CC=C(C=C1)[C@@H](CC#N)C